1-carboxy Acetate C(C)(=O)OC(=O)O